3,5-bistrifluoromethyliodobenzene FC(C=1C=C(C=C(C1)C(F)(F)F)I)(F)F